(S)-2-(((2r,3S,4r,5r)-5-(2-chloro-6-((cyclopropylmethyl)amino)-9H-purin-9-yl)-3-ethynyl-3,4-dihydroxytetrahydrofuran-2-yl)methoxy)-3-phenyl-2-(thiazol-4-yl)propionic acid ClC1=NC(=C2N=CN(C2=N1)[C@H]1[C@@H]([C@@]([C@H](O1)CO[C@@](C(=O)O)(CC1=CC=CC=C1)C=1N=CSC1)(O)C#C)O)NCC1CC1